N1(N=CC=2CCCCC12)C=1C=C2C(=CC=NC2=CC1)C(=O)O 6-(4,5,6,7-tetrahydro-1H-indazol-1-yl)quinoline-4-carboxylic acid